CC1=C(C=CC(=C1)C)N\N=C\1/C(C=CC2=CC=CC=C12)=O (4Z)-4-[(2,4-Dimethylphenyl)hydrazinyliden]-3-oxonaphthalen